N=C(NC(NC1=NC=C(C=C1N(C(OC(C)(C)C)=O)C)C(F)(F)F)=S)C=1C=C2C(=CN1)N(C(C2)(C)C)C tert-butyl (2-(3-(imino(1,2,2-trimethyl-2,3-dihydro-1H-pyrrolo[2,3-c]pyridin-5-yl)methyl)thioureido)-5-(trifluoromethyl)pyridin-3-yl)(methyl)carbamate